diethyl 2-(6-(((tert-butyldimethylsilyl)oxy)methyl)pyridin-3-yl)malonate [Si](C)(C)(C(C)(C)C)OCC1=CC=C(C=N1)C(C(=O)OCC)C(=O)OCC